(2r,3s,5r)-2-(((6-(5-fluoro-4-methoxypyrimidin-2-yl)bicyclo[4.1.0]hept-3-yl)oxy)methyl)-5-methyl-3-(methylsulfonyl)pyrrolidine-1-carboxylic acid methyl ester COC(=O)N1[C@@H]([C@H](C[C@H]1C)S(=O)(=O)C)COC1CC2CC2(CC1)C1=NC=C(C(=N1)OC)F